Ethoxynicotinamide C(C)OC1=C(C(=O)N)C=CC=N1